(R)-2-methyl-N-(1-(6-methyl-3-(methyl-d3)-2-morpholino-4-oxo-3,4-dihydroquinazolin-8-yl)ethylidene)propane-2-sulfinamide CC(C)(C)[S@@](=O)N=C(C)C=1C=C(C=C2C(N(C(=NC12)N1CCOCC1)C([2H])([2H])[2H])=O)C